2,2,2-trifluoroethyl 2,4-dimethoxy-6-pentylbenzenesulfonate COC1=C(C(=CC(=C1)OC)CCCCC)S(=O)(=O)OCC(F)(F)F